Cl.N[C@@H](CC1=CC=CC=C1)C(=O)N (L)-phenylalanine amide HCl salt